FC1=CC(=CNC1=O)C1=NC(=C(C=C1)NC(=O)C1=C(N=NN1C1=CC=CC=C1)C)OC N-(5'-fluoro-6-methoxy-6'-oxo-1',6'-dihydro-[2,3'-bipyridin]-5-yl)-4-methyl-1-phenyl-1H-1,2,3-triazole-5-carboxamide